ClC1=CC=C2C=C(NC2=C1)CN1CCN(CC1)C1=CC=NC=C1 6-chloro-2-[[4-(4-pyridinyl)piperazin-1-yl]methyl]-1H-indole